C1(CCCCC1)C1=C(C=C(C=C1O)C=CC1=C(C=C(C=C1F)F)F)O 2-cyclohexyl-5-(2,4,6-trifluorostyryl)-1,3-benzenediol